NC1=CC=C(CC(CC#C)(N)CC2=CC=C(C=C2)N)C=C1 Bis(4-aminobenzyl)but-3-yn-1-amine